CC(C(=O)OCCNC1=CC(=C(C(=C1)C)C)NCCO)C1=C(C=CC=C1C1=CC(=NC=C1)OCCN(C1CNCCC1)C)C(C)C 2-({3-[(2-hydroxyethyl)amino]-4,5-dimethylphenyl}amino)ethanol methyl-2-(2-isopropyl-6-(2-(2-(methyl(piperidin-3-yl)amino)ethoxy)-pyridin-4-yl)phenyl)acetate